FC1=CC=C(C=C1)CCN1CCN(CC1)C(=O)C=1N(N=CC1)C {4-[2-(4-Fluoro-phenyl)-ethyl]-piperazin-1-yl}-(2-methyl-2H-pyrazol-3-yl)-methanone